ClC1=CC=C(C(=O)N2C[C@H]3[C@@H](CC2)C(NC3)=O)C=C1 (3aS,7aR)-5-(4-chlorobenzoyl)octahydro-1H-pyrrolo[3,4-c]pyridin-1-one